N-((6-(1-Amino-8-azaspiro[4.5]decan-8-yl)pyridin-2-yl)sulfonyl)-1-(2-cyclohexyl-5-methylphenoxy)cyclopropanecarboxamide NC1CCCC12CCN(CC2)C2=CC=CC(=N2)S(=O)(=O)NC(=O)C2(CC2)OC2=C(C=CC(=C2)C)C2CCCCC2